BrC=1C=C2C=CN(C(C2=CC1F)=O)C[C@H]1[C@@H](C1)[C@H](C)N[S@](=O)C(C)(C)C (R)-N-[(1S)-1-[(1R,2R)-2-[(6-bromo-7-fluoro-1-oxo-2-isoquinolyl)methyl]cyclopropyl]ethyl]-2-methyl-propane-2-sulfinamide